N-(4-((2-methoxy-3-(3-(morpholinomethyl)-1,2,4-oxadiazol-5-yl)phenyl)amino)pyridin-2-yl)cyclopropanecarboxamide COC1=C(C=CC=C1C1=NC(=NO1)CN1CCOCC1)NC1=CC(=NC=C1)NC(=O)C1CC1